1-(1-(4'-(3-Methoxypropoxy)-[1,1'-biphenyl]-4-yl)cyclopropyl)-3-(4-methyl-1-azabicyclo[3.2.2]nonan-4-yl)urea COCCCOC1=CC=C(C=C1)C1=CC=C(C=C1)C1(CC1)NC(=O)NC1(CCN2CCC1CC2)C